FC(COC1=NC(=NC=C1)CNC(=O)NCCC1(CC1)C(F)(F)F)(F)F 1-((4-(2,2,2-Trifluoroethoxy)pyrimidin-2-yl)methyl)-3-(2-(1-(trifluoromethyl)cyclopropyl)ethyl)urea